1-(benzyloxy)-3-fluorobenzene-4-d C(C1=CC=CC=C1)OC1=CC(=C(C=C1)[2H])F